methyl (2S)-2-[[(2S)-3-cyclopropyl-2-[(4-cyclopropyl-1H-indole-2-carbonyl)amino]propanoyl]amino]-3-[(3S)-2-oxopyrrolidin-3-yl]propanoate C1(CC1)C[C@@H](C(=O)N[C@H](C(=O)OC)C[C@H]1C(NCC1)=O)NC(=O)C=1NC2=CC=CC(=C2C1)C1CC1